Cl.CC1(CC1)[C@@H](C)N (R)-1-(1-methylcyclopropyl)ethan-1-amine HCl